(3S,4S)-1-[2-(3-chlorophenyl)ethyl]-3-{[4-(2-methanesulfonylethanesulfonyl)phenoxy]methyl}-4-methylpyrrolidine ClC=1C=C(C=CC1)CCN1C[C@H]([C@@H](C1)C)COC1=CC=C(C=C1)S(=O)(=O)CCS(=O)(=O)C